NCC#CC1=CC=C(N1)C#CCNC(C[C@H]1C=2N(C3=C(C(=N1)C1=CC=C(C=C1)Cl)C(=C(S3)C)C)C(=NN2)C)=O (S)-N-(3-(5-(3-aminoprop-1-yn-1-yl)-1H-pyrrol-2-yl)prop-2-yn-1-yl)-2-(4-(4-chlorophenyl)-2,3,9-trimethyl-6H-thieno[3,2-f][1,2,4]triazolo[4,3-a][1,4]diazepin-6-yl)acetamide